C(#N)C1=CC=C2C(=CC(=NC2=C1)C1=CC=C(C=C1)C(C)CC(C)(S(=O)N)C)CN1CCOCC1 (1-(4-(7-cyano-4-(morpholinomethyl)quinolin-2-yl)phenyl)ethyl)-2-methylpropan-2-sulfinamide